N-(4-(pyridazin-3-yl)phenyl)-2-(6-(trifluoromethyl)-1H-benzo[d]imidazol-2-yl)pyridin-4-amine N1=NC(=CC=C1)C1=CC=C(C=C1)NC1=CC(=NC=C1)C1=NC2=C(N1)C=C(C=C2)C(F)(F)F